F[C@H]1[C@H]([C@@H](O[C@@H]1COC(C1=CC=CC=C1)(C1=CC=CC=C1)C1=CC=CC=C1)N1C(N=C(C=C1)NC(C1=CC=CC=C1)=O)=O)OC(C1=CC=CC=C1)(C1=CC=CC=C1)C1=CC=CC=C1 N-(1-((2r,3s,4r,5r)-4-fluoro-3-(trityloxy)-5-((trityloxy)methyl)tetrahydrofuran-2-yl)-2-oxo-1,2-dihydropyrimidin-4-yl)benzamide